O(P(O)(=O)OP(=O)(O)OP(=O)(O)O)C[C@H]1O[C@]([C@@H]([C@@H]1O)O)(C1=CC=C2C(=NC=NN21)NC(C(C)(C)OC)=O)C#N ((2R,3S,4R,5R)-5-cyano-3,4-dihydroxy-5-(4-(2-methoxy-2-methylpropanamido)pyrrolo[2,1-f][1,2,4]triazin-7-yl)tetrahydrofuran-2-yl)methyl tetrahydrogen triphosphate